CN1CC2(CN(C2)C=2C=C(C=CC2)CC(=O)O)C1 [3-(6-methyl-2,6-diazaspiro[3.3]hept-2-yl)phenyl]acetic acid